rac-(7S)-7-tert-butyl-N-[rac-(1R)-1-[6-(dimethylsulfamoylamino)-3-pyridyl]-3-(5-oxo-1,4-diazepan-1-ium-1-yl)propyl]-5,6,7,8-tetrahydrothiazolo[5,4-b]quinoline-2-carboxamide C(C)(C)(C)[C@@H]1CC=2C=C3C(=NC2CC1)SC(=N3)C(=O)N[C@H](CC[NH+]3CCNC(CC3)=O)C=3C=NC(=CC3)NS(N(C)C)(=O)=O |r|